BrC1=CC=2N(C=C1C)N=C(C2N)C2CC2 5-bromo-2-cyclopropyl-6-methylpyrazolo[1,5-a]pyridin-3-amine